C(C)(C)(C)OC(=O)N1[C@@H]2[C@@H]([C@H]([C@H]([C@H]1C(=O)O)CC2)F)CC2CC2 (1S,3S,4S,5R,6S)-2-(tert-Butoxycarbonyl)-6-(cyclopropylmethyl)-5-fluoro-2-azabicyclo[2.2.2]octane-3-carboxylic acid